S1C(=NC2=C1C=CC=C2)NC(=O)C=2C=CC(=C1CCN(CC21)C2=CC=C(C(=N2)C(=O)OCC)C=2C=NN(C2C)CC2CCCCC2)OCCNC(=O)OC(C)(C)C Ethyl 6-(8-(benzo[d]thiazol-2-ylcarbamoyl)-5-(2-((tert-butoxycarbonyl)amino)ethoxy)-3,4-dihydroisoquinolin-2(1H)-yl)-3-(1-(cyclohexylmethyl)-5-methyl-1H-pyrazol-4-yl)picolinate